N(=NC(C#N)(CC(C)(C)OC)C)C(C#N)(CC(C)(OC)C)C 2,2'-azo-bis-(2,4-dimethyl-4-methoxyvaleronitrile)